5-(2,5-dioxotetrahydro-3-furanyl)-5-ethyl-3a,4,5,9b-tetrahydronaphtho[1,2-c]furan-1,3-dione O=C1OC(CC1C1(CC2C(C(OC2=O)=O)C2=CC=CC=C12)CC)=O